1-Hydroxy-2-amino-6-methylbenzene OC1=C(C=CC=C1C)N